1-(5-(1,3-dioxolan-2-yl)-6-fluoroisoquinolin-8-yl)-2-nitroethan-1-ol O1C(OCC1)C1=C2C=CN=CC2=C(C=C1F)C(C[N+](=O)[O-])O